tert-butyl 2-(1-(2-chloro-6,7-dimethoxyquinazolin-4-yl)azetidin-3-yl)ethylcarbamate ClC1=NC2=CC(=C(C=C2C(=N1)N1CC(C1)CCNC(OC(C)(C)C)=O)OC)OC